FC1=C(C=C(C(=C1F)N)F)C1=CC=C(N)C=C1 2,3,5-trifluorobenzidine